4-(6,7-Dimethoxyquinazolin-4-yl)-1,4-diazacycloheptane-1-sulfonamide methanesulfonate CS(=O)(=O)O.COC=1C=C2C(=NC=NC2=CC1OC)N1CCN(CCC1)S(=O)(=O)N